4-methylphenyl-ethylene oxide CC1=CC=C(C=C1)C1CO1